6-(tert-Butyl) 2-ethyl 5,7-dihydro-6H-pyrrolo[3,4-b]pyridine-2,6-dicarboxylate N1=C2C(=CC=C1C(=O)OCC)CN(C2)C(=O)OC(C)(C)C